bis(4-aminophenyl) disulphide NC1=CC=C(C=C1)SSC1=CC=C(C=C1)N